CCCCCCCC/C=C\CCCCCCCCOC[C@H](COP(=O)([O-])OCC[N+](C)(C)C)OC(=O)CCCCCCCCC/C=C\CCCCCC 1-(9Z-octadecenyl)-2-(11Z-octadecenoyl)-sn-glycero-3-phosphocholine